(2R,3R,11bR)-9-(cyclobutylmethoxy)-3-(2,2-dimethylpropyl)-10-methoxy-1H,2H,3H,4H,6H,7H,11bH-pyrido[2,1-a]isoquinolin-2-ol C1(CCC1)COC=1C=C2CCN3[C@@H](C2=CC1OC)C[C@H]([C@@H](C3)CC(C)(C)C)O